3-chloro-4'-(5-fluoro-6-methoxy-1H-indazol-1-yl)-[1,1'-biphenyl]-4-ol ClC=1C=C(C=CC1O)C1=CC=C(C=C1)N1N=CC2=CC(=C(C=C12)OC)F